tert-butyldimethylsilyloxypropan-1-amine [Si](C)(C)(C(C)(C)C)OC(CC)N